5-[3-(2-methyl-2H-tetrazol-5-yl)phenyl]-1H-naphtho[1,2-b][1,4]diazepine CN1N=C(N=N1)C=1C=C(C=CC1)N1C2=C(NCC=C1)C1=CC=CC=C1C=C2